FC=1C=C(/C=C/C2=CC=C(C=C2)NC(OCC)=O)C=C(C1O)C=O ethyl (E)-(4-(3-fluoro-5-formyl-4-hydroxystyryl)phenyl)carbamate